C1(=CC=CC=C1)C(=O)N1CC(CCC1)C=O 1-(1-(phenylcarbonyl)piperidin-3-yl)methanone